(E)-1-(2,4-Dihydroxyphenyl)-3-[4-methoxy-3-[(3-nitropyrazol-1-yl)methyl]phenyl]prop-2-en-1-one OC1=C(C=CC(=C1)O)C(\C=C\C1=CC(=C(C=C1)OC)CN1N=C(C=C1)[N+](=O)[O-])=O